3-(2-chloro-6-fluorophenyl)-1-methyl-7-(methylsulfinyl)-2,3-dihydropyrimido[4,5-d]pyrimidine ClC1=C(C(=CC=C1)F)N1CN(C2=NC(=NC=C2C1)S(=O)C)C